3-(2-amino-7H-pyrrolo[2,3-d]pyrimidin-7-yl)-5-(3-hydroxy-3-(thiazol-2-yl)but-1-yn-1-yl)benzonitrile NC=1N=CC2=C(N1)N(C=C2)C=2C=C(C#N)C=C(C2)C#CC(C)(C=2SC=CN2)O